FC=1C=C(C(=O)N)C=C(C1OC)F 3,5-difluoro-4-methoxybenzamide